OC[C@H](C1=CC=CC=C1)NC1=NC(=NC=C1C1=NC(=NO1)CN1CCCC1)NC=1C=C2CNC(C2=CC1)=O 5-[[4-[[(1S)-2-hydroxy-1-phenyl-ethyl]amino]-5-[3-(pyrrolidin-1-ylmethyl)-1,2,4-oxadiazol-5-yl]pyrimidin-2-yl]amino]isoindolin-1-one